OC1=C(C=C(C=2OCCOC21)O)C(CC(=O)C2=CC=CC=C2)=O 1-(5,8-dihydroxy-2,3-dihydrobenzo[b][1,4]dioxin-6-yl)-3-phenylpropane-1,3-dione